4-[6-[(E)-but-2-enyl]-7-oxo-1H-pyrrolo[2,3-c]pyridin-4-yl]-2-chloro-N,N-dimethylbenzamide C(\C=C\C)N1C(C2=C(C(=C1)C1=CC(=C(C(=O)N(C)C)C=C1)Cl)C=CN2)=O